3-(1-(4-(Trifluoromethyl)phenyl)-1H-pyrazolo[3,4-b]pyridin-3-yl)-1,2,4-oxadiazol-5(4H)-one FC(C1=CC=C(C=C1)N1N=C(C=2C1=NC=CC2)C2=NOC(N2)=O)(F)F